FC(C(=O)[O-])(F)F.C1(CCCCC1)P(C1CCCCC1)C1CCCCC1.C1(CCCCC1)P(C1CCCCC1)C1CCCCC1.[Pd+2].FC(C(=O)[O-])(F)F palladium bis(tricyclohexylphosphine) trifluoroacetate